(1r,3s)-1-ethyl-3-((5-(4-fluoro-1-isopropyl-2-methyl-1H-benzo[d]imidazol-6-yl)-4-methoxypyrrolo[2,1-f][1,2,4]triazin-2-yl)amino)cyclobutan-1-ol C(C)C1(CC(C1)NC1=NN2C(C(=N1)OC)=C(C=C2)C=2C=C(C1=C(N(C(=N1)C)C(C)C)C2)F)O